7-cyclobutyl-N-[(3R)-1,1-dioxo-2,3-dihydrothiophen-3-yl]-8-[dioxo(phenylamino)sulfanyl]-2-methoxyquinoline-3-carboxamide C1(CCC1)C1=CC=C2C=C(C(=NC2=C1S(NC1=CC=CC=C1)(=O)=O)OC)C(=O)N[C@H]1CS(C=C1)(=O)=O